N[C@H]([C@@H](O)C)C(=O)N D-threoninamide